tert-butyl-(R)-4-(4-(2-(2-aminothiazol-4-yl)pyrrolidin-1-yl)-2-fluorophenoxy)piperidine C(C)(C)(C)N1CCC(CC1)OC1=C(C=C(C=C1)N1[C@H](CCC1)C=1N=C(SC1)N)F